5-nitro-2-(piperidin-1-yl)phenol [N+](=O)([O-])C=1C=CC(=C(C1)O)N1CCCCC1